C(C)NC(C(C1=CC=C(C=C1)C1=NOC(=N1)C(F)(F)F)=O)=O N-ethyl-2-oxo-2-[4-[5-(trifluoromethyl)-1,2,4-oxadiazol-3-yl]phenyl]acetamide